2-(2,2-Difluoro-2-iodoacetylamino)-5,6,7,8-tetrahydro-4H-cyclohepta[b]thiophen FC(C(=O)NC1=CC2=C(S1)CCCCC2)(I)F